2,3,4,5,6-pentafluorophenylazide FC1=C(C(=C(C(=C1F)F)F)F)N=[N+]=[N-]